2-(4-chlorobenzylamino)-4-(4-tert-butylaminopiperidin-1-yl)-6-methoxyquinoline hydrochloride salt Cl.ClC1=CC=C(CNC2=NC3=CC=C(C=C3C(=C2)N2CCC(CC2)NC(C)(C)C)OC)C=C1